ClC=1C=C(C=CC1C(F)(F)F)CO (3-chloro-4-(trifluoromethyl)phenyl)methanol